(di-tert-butyl-(4-trifluoromethoxyphenyl))Phosphin C(C)(C)(C)C=1C(=C(C=CC1OC(F)(F)F)P)C(C)(C)C